tert-Butyl 5-fluoro-2-methoxy-3-(((3aS)-3a,5,5-trimethylhexahydro-4,6-methanobenzo[d][1,3,2]dioxaborol-2-yl)methyl)benzoate FC=1C=C(C(=C(C(=O)OC(C)(C)C)C1)OC)CB1O[C@@]2(C(O1)CC1C(C2C1)(C)C)C